N(=[N+]=[N-])[C@H](C(=O)NC1=CC=C(COC(=O)N(CCOCCOCCOCCOCCOCCOCCOC)COC\C(=C\CCP(=O)(OC2=CC=CC=C2)N[C@@H](C)C(=O)OCC2=CC=CC=C2)\C)C=C1)C Benzyl (((E)-23-(((4-((S)-2-azidopropanamido)benzyl)oxy)carbonyl)-27-methyl-2,5,8,11,14,17,20,25-octaoxa-23-azatriacont-27-en-30-yl)(phenoxy)phosphoryl)-L-alaninate